(R)-3-[4-(4-morpholin-4-ylmethyl-benzyloxy)-1-oxo-1,3-dihydro-isoindol-2-yl]-piperidine-2,6-dione hydrochloride Cl.N1(CCOCC1)CC1=CC=C(COC2=C3CN(C(C3=CC=C2)=O)[C@H]2C(NC(CC2)=O)=O)C=C1